O(CCC(=O)OC1=C2C(=CNC2=CC=C1)CCN(C)C)CCC(=O)OC1=C2C(=CNC2=CC=C1)CCN(C)C bis(3-(2-(dimethylamino)ethyl)-1H-indol-4-yl) 3,3'-oxydipropionate